N2-[6-fluoro-7-[rel-(3R)-3-fluoro-2,3,4,7-tetrahydro-1H-azepin-5-yl]-2,3-dihydrobenzofuran-5-yl]-N4,6-dimethyl-pyrimidine-2,4-diamine FC1=C(C2=C(CCO2)C=C1NC1=NC(=CC(=N1)NC)C)C=1C[C@H](CNCC1)F |o1:22|